NCCC[Si](OC)(OC)C aminopropylmethyldimethoxysilane